C[C@@]12CCC[C@H]1[C@@H]1CC=C3CCCC[C@]3(C)[C@H]1CC2 5-androsten